ethyl 3-(1-(3-methyl-4-(1-(6-(trifluoromethyl) pyridin-3-yl) cyclopropyl)-1H-pyrrole-2-carboxamido) ethyl)-1H-pyrazole-5-carboxylate CC1=C(NC=C1C1(CC1)C=1C=NC(=CC1)C(F)(F)F)C(=O)NC(C)C1=NNC(=C1)C(=O)OCC